COC(CC)C1=CC=CC=C1 (1-methoxypropyl)-benzene